C(CCC)C(=C)C1=CC=CC=C1 α-butylstyrene